FC(C(O)(O)C(C(C(C(C(C(C(C(F)(F)F)(F)F)(F)F)(F)F)(F)F)(F)F)(F)F)(F)F)(C(C(C(C(F)(F)F)(F)F)(F)F)(F)F)F perfluorooctyl-hexanediol